C(C)C1=CC(=C(C=C1)NC(C(F)(F)F)=O)C#C[C@H](C)O (S)-N-(4-ethyl-2-(3-hydroxybutyn-1-yl)phenyl)-2,2,2-trifluoroacetamide